N-(1-amino-2-methylpropan-2-yl)methanesulfonamide NCC(C)(C)NS(=O)(=O)C